F[C@H]1C[C@]2(CC(CN2C1)=C)CO ((2S,7aR)-2-Fluoro-6-methylenetetrahydro-1H-pyrrolizin-7a(5H)-yl)methanol